BrC=1C=C(C(=C2C=CC=NC12)/N=C/N(C)C)C(=O)C=1C2=CN(N=C2C(=CC1)F)C1OCCCC1 (E)-N'-[8-Bromo-6-[7-fluoro-2-(oxan-2-yl)indazole-4-carbonyl]quinolin-5-yl]-N,N-dimethylmethaneimidamide